methyl chloroethyl ketone ClCCC(=O)C